C(C(C)C)N1CC2(C1)CCN(CC2)C2=CC=C(C=C2)C2=CC1=C(C=N2)N=C(N1C)C1=CC=C(C=C1)S(=O)(=O)C 6-(4-(2-isobutyl-2,7-diazaspiro[3.5]nonan-7-yl)phenyl)-1-methyl-2-(4-(methylsulfonyl)phenyl)-1H-imidazo[4,5-c]pyridine